9-fluoro-3-[4-(5-fluoropyridin-2-yl)-1,3-thiazol-2-yl]-1,3,4,11,12,12a-hexahydropyrido[1,2-b][2]benzazepin-6(2H)-one FC=1C=CC2=C(CCC3N(C2=O)CC(CC3)C=3SC=C(N3)C3=NC=C(C=C3)F)C1